N-(1-(4-chlorophenyl)-2-methylpropan-2-yl)-4-(2-(difluoromethyl)-1H-benzo[d]imidazol-1-yl)-6-morpholino-1,3,5-triazin-2-amine ClC1=CC=C(C=C1)CC(C)(C)NC1=NC(=NC(=N1)N1C(=NC2=C1C=CC=C2)C(F)F)N2CCOCC2